C1(CC1)[C@@H]1NC2=CC=C(N=C2[C@@H]([C@H]1C)NC(OCC1=CC=CC=C1)=O)OC |r| rac-benzyl ((2S,3S,4R)-2-cyclopropyl-6-methoxy-3-methyl-1,2,3,4-tetrahydro-1,5-naphthyridin-4-yl)carbamate